C(C)OC(=O)C1=CC=C(C=C1)C(F)(F)F 4-(Trifluoromethyl)benzene-1-carboxylic acid ethyl ester